N1CCC(CC1)CCNC(O[C@H]1[C@H](NC[C@@H]1O)CC1=CC=C(C=C1)C=1SC(=CC1)Cl)=O (2R,3S,4S)-2-{[4-(5-chlorothiophen-2-yl)phenyl]methyl}-4-hydroxypyrrolidin-3-yl N-[2-(piperidin-4-yl)ethyl]carbamate